Ethyl 4-methyl-pentanoate dihydrochloride Cl.Cl.CC(CCC(=O)OCC)C